2-(4-isopropylpiperazin-1-yl)ethyl 6-[5-(6-methyl-2-pyridyl)-1H-pyrazol-4-yl]-1,5-naphthyridine-3-carboxylate CC1=CC=CC(=N1)C1=C(C=NN1)C=1N=C2C=C(C=NC2=CC1)C(=O)OCCN1CCN(CC1)C(C)C